2-(6-chloro[1,2,4]triazolo[1,5-a]pyridine-2-carbonyl)-8,8-dimethyl-7-oxo-2-azaspiro[3.5]non-5-ene-6-carbonitrile ClC=1C=CC=2N(C1)N=C(N2)C(=O)N2CC1(C2)C=C(C(C(C1)(C)C)=O)C#N